ClC1=CC2=C(S1)C=C(C=C2)C2=NC(=NN2C)CN2CCCC2 5-(2-chlorobenzo[b]thiophen-6-yl)-1-methyl-3-(pyrrolidin-1-ylmethyl)-1H-1,2,4-triazole